CN1CCC2(CC1)C(NC1=CC=C(C=C12)C=1NCC(CC1)C)=O 1'-methyl-5-(5-methyl-1,4,5,6-tetrahydropyridin-2-yl)spiro[indoline-3,4'-piperidin]-2-one